2-(2-(5-chloro-2-((tetrahydro-2H-pyran-4-yl)amino)pyrimidin-4-yl)-4-oxo-6,7-dihydrothieno[3,2-c]pyridin-5(4H)-yl)acetic acid ClC=1C(=NC(=NC1)NC1CCOCC1)C1=CC=2C(N(CCC2S1)CC(=O)O)=O